1H-benzimidazol-2-ylmethyl-N'-(S)-5,6,7,8-tetrahydro-quinolin-8-yl-butane-1,4-diamine N1C(=NC2=C1C=CC=C2)CC(CCCNC2CCCC=1C=CC=NC21)N